ClC=1C2=C(N=CN1)N(C=C2I)C2=CC=CC=C2 4-chloro-5-iodo-7-phenyl-7H-pyrrolo[2,3-d]Pyrimidine